1,3-bis(3-cyclohexyl-4-hydroxyphenyl)-5,7-di-t-butyladamantane C1(CCCCC1)C=1C=C(C=CC1O)C12CC3(CC(CC(C1)(C3)C(C)(C)C)(C2)C(C)(C)C)C2=CC(=C(C=C2)O)C2CCCCC2